2-((R)-2-((R)-1-(2-(2,5-dichlorobenzamido)acetamido)-3-methylbutyl)-4-(2-(dimethylamino)-2-oxoethyl)-5-oxo-1,3,2-dioxaborolan-4-yl)acetic acid ClC1=C(C(=O)NCC(=O)N[C@@H](CC(C)C)B2OC([C@@](O2)(CC(=O)N(C)C)CC(=O)O)=O)C=C(C=C1)Cl